(6-(1-(6-methyl-5-(trifluoromethyl)pyridin-2-yl)ethyl)-2-azaspiro[3.3]heptan-2-yl)methanone CC1=C(C=CC(=N1)C(C)C1CC2(CN(C2)C=O)C1)C(F)(F)F